9-(1-((3-hydroxybenzo[d]isoxazol-4-yl)amino)ethyl)-3,7-dimethyl-2-(pyridin-3-yl)-4H-pyrido[1,2-a]pyrimidin-4-one OC1=NOC2=C1C(=CC=C2)NC(C)C2=CC(=CN1C2=NC(=C(C1=O)C)C=1C=NC=CC1)C